FC(C=1N=C(C2=CC(=NC=C2C1)N=C(C1=CC=CC=C1)C1=CC=CC=C1)NC(C)C)F 3-(difluoromethyl)-7-((diphenylmethylene)amino)-N-isopropyl-2,6-naphthyridin-1-amine